(azepan-1-yl)-4-(cyclopropanecarbonylamino)benzoic acid hydrochloride Cl.N1(CCCCCC1)C1=C(C(=O)O)C=CC(=C1)NC(=O)C1CC1